BrC1=C(C=C(C(=C1)CCCC)CCCC)Br 1,2-dibromo-4,5-dibutylbenzene